SCCCCSCC(CS)SCCCCS 1,2-bis-(4'-mercaptobutylthio)-3-mercaptopropane